C1(=CC(=CC=C1)C[C@@H]1N(CC2(CC2)[C@@H]1NS(=O)(=O)C=1N=CNC1)C(=O)[C@@H]1OCC1)C1=CC=CC=C1 N-((6S,7S)-6-([1,1'-biphenyl]-3-ylmethyl)-5-((R)-oxetane-2-carbonyl)-5-azaspiro[2.4]heptan-7-yl)-1H-imidazole-4-sulfonamide